C(C)OC(CCC1=NC=CC=C1C(=O)O)=O (3-ethoxy-3-oxopropyl)pyridine-3-carboxylic acid